C(C)(C)(C)OC(=O)N1CCN(CC1)C1=NOC(=C1)C(C(=O)O)C(C)C 2-[3-[4-(tert-butoxycarbonyl)piperazin-1-yl]-1,2-oxazol-5-yl]-3-methylbutanoic acid